CN1NC(C(CCC1)[2H])=O methyl-diazepanone-4-d